C(C)(C)(C)OC(=O)N1CC=C(CC1)C1=C(C=CC=C1)NC1=NC(=CC(=N1)OC)OC 4-(2-((4,6-dimethoxypyrimidin-2-yl)amino)phenyl)-5,6-dihydropyridine-1(2H)-carboxylic acid tert-butyl ester